FC=1C=CC2=C(N=C(O2)C(=O)NC2=CC(=CC=C2)[C@]2(NC(N(S(C2)(=O)=O)C)=N)C)C1 (R)-5-fluoro-N-(3-(3-imino-2,5-dimethyl-1,1-dioxo-1,2,4-thiadiazin-5-yl)phenyl)benzo[d]oxazole-2-carboxamide